2-((5,6-dimethyl-6H-pyrido[4,3-b]carbazol-8-yl)oxy)-N,N-dimethylethanamine CC1=C2C(=CC=3C=4C=CC(=CC4N(C13)C)OCCN(C)C)C=NC=C2